CC1(CCNCC1)C(=O)NC(C(=O)O)CCCCCCCC1=NC=2NCCCC2C=C1 2-(4-methylpiperidine-4-carboxamido)-9-(5,6,7,8-tetrahydro-1,8-naphthyridin-2-yl)nonanoic acid